ClC1=C(C=C(C=C1N)C)NC1=CC=C(C=C1)SC(F)(F)F 2-chloro-5-methyl-N1-(4-((trifluoromethyl)thio)phenyl)benzene-1,3-diamine